CCCCCCN(CCCCCC)C(=O)C N,N-dihexylacetamide